(S)-(4-(3-cyclohexyl-6,7-difluoro-2-oxoindolin-3-yl)phenyl)boronic acid C1(CCCCC1)[C@]1(C(NC2=C(C(=CC=C12)F)F)=O)C1=CC=C(C=C1)B(O)O